Cl.C(C=C)N(CC)CC=C Diallyl-ethylamine hydrochloride